(R)-4-phenyl-2-butanol C1(=CC=CC=C1)CC[C@@H](C)O